tert-butyl 8-amino-5-azaspiro[3.5]nonane-5-carboxylate NC1CCN(C2(CCC2)C1)C(=O)OC(C)(C)C